diisopropyl-(5-methoxy-5-oxo-1-phenylpentyl)sulfonium tetrafluoroborate F[B-](F)(F)F.C(C)(C)[S+](C(CCCC(=O)OC)C1=CC=CC=C1)C(C)C